FC1=C(C=CC=C1)[C@@H]1COC2=CC(=CC=C2[C@@H]1C1=CC=C(C=C1)N1CCC2(CN(C2)C2CCN(CC2)C=2C=C3CN(C(C3=CC2)=O)C2C(NC(CC2)=O)=O)CC1)O 3-(5-(4-(7-(4-(cis-3-(2-fluorophenyl)-7-hydroxychroman-4-yl)phenyl)-2,7-Diazaspiro[3.5]nonan-2-yl)piperidin-1-yl)-1-oxoisoindolin-2-yl)piperidine-2,6-dione